CS(=O)(=O)CCN1CCN(CC1)C=CC(=O)N 3-[4-(2-methanesulfonylethyl)piperazin-1-yl]Acrylamide